(8-bromo-7-methoxy-1-(thiophen-2-yl)-1,4-dihydrochromeno[4,3-c]pyrazol-3-yl)(1,4-diazepan-1-yl)methanone BrC1=CC2=C(C=C1OC)OCC1=C2N(N=C1C(=O)N1CCNCCC1)C=1SC=CC1